8-Methyl-2-[(pyrimidin-5-yl)methyl]-4,5-dihydro-2H-furo[2,3-g]indazole-7-carboxylic acid CC1=C(OC=2CCC3=CN(N=C3C21)CC=2C=NC=NC2)C(=O)O